5-(5-(1,3-dimethyl-2-oxo-1,2-dihydroquinolin-5-yl)-5,6,7,8-tetrahydropyrido[3,2-d]pyrimidin-2-yl)-N-(3-(4-(2,6-dioxopiperidin-3-yl)benzofuran-2-yl)prop-2-yn-1-yl)-3-methylpicolinamide CN1C(C(=CC2=C(C=CC=C12)N1CCCC=2N=C(N=CC21)C=2C=C(C(=NC2)C(=O)NCC#CC=2OC1=C(C2)C(=CC=C1)C1C(NC(CC1)=O)=O)C)C)=O